CC1(OCCC(C1)=CS(F)(F)(F)(F)F)C1=CC=CC=C1 2-Methyl-4-((pentafluoro-λ6-sulfanyl)methylene)-2-phenyltetrahydro-2H-pyran